tert-Butyl 3-(5-amino-2-methyl-4-oxoquinazolin-3(4H)-yl)-2,6-dioxopiperidine-1-carboxylate NC1=C2C(N(C(=NC2=CC=C1)C)C1C(N(C(CC1)=O)C(=O)OC(C)(C)C)=O)=O